OC1=C(C(=CC=C1)O[C@H]1O[C@H]([C@H]([C@@H]([C@@H]1O)O)O)CO)C(\C=C\C1=CC=C(C=C1)[N+](=O)[O-])=O (E)-1-[2-Hydroxy-6-[(2R,3S,4S,5S,6S)-3,4,5-trihydroxy-6-(hydroxymethyl)oxan-2-yl]oxyphenyl]-3-(4-nitrophenyl)prop-2-en-1-one